cobalt nitrate [N+](=O)([O-])[O-].[Co+2].[N+](=O)([O-])[O-]